C(C)(C)(C)OC(=O)C(CCCCCC)CCCC Undecane-7-carboxylic acid tert-butyl ester